(-)-8-((1R,2R)-2-hydroxy-2-methylcyclopentyl)-6-(methyl-d3)-2-((1-(methylsulfonyl)piperidin-4-yl)amino)pyrido[2,3-d]pyrimidin-7(8H)-one O[C@]1([C@@H](CCC1)N1C(C(=CC2=C1N=C(N=C2)NC2CCN(CC2)S(=O)(=O)C)C([2H])([2H])[2H])=O)C